3,3'-dimethylbi-phenyl diisocyanate [N-]=C=O.[N-]=C=O.CC=1C=C(C=CC1)C1=CC(=CC=C1)C